Racemic-6-(3-(2-((2-([1,2,4]triazolo[1,5-a]pyridin-5-yl)propan-2-yl)oxy)acetyl)-3,8-diazabicyclo[3.2.1]octan-8-yl)nicotinonitrile N=1C=NN2C1C=CC=C2C(C)(C)OCC(=O)N2CC1CCC(C2)N1C1=NC=C(C#N)C=C1